2-(5-bromo-4-methoxypyrimidin-2-yl)-4-((3-methoxyphenyl)amino)-8-(pyrazolo[1,5-a]pyridine-3-carbonyl)-2,8-diazaspiro[4.5]decan-3-one BrC=1C(=NC(=NC1)N1CC2(C(C1=O)NC1=CC(=CC=C1)OC)CCN(CC2)C(=O)C=2C=NN1C2C=CC=C1)OC